OC1=CC=C(CCC(C(=O)N)CCCCCCCCCCCCCC)C=C1 (4-hydroxyphenethyl)palmitamide